C(C)(=O)OCC=1OC=CC1 furanmethanol acetate